COC(C1=C(N=C(C=C1Cl)N)O[C@@H]1CN(CC1)C(=O)OC(C)(C)C)=O (S)-6-amino-2-((1-(tert-butoxycarbonyl)pyrrolidin-3-yl)oxy)-4-chloronicotinic acid methyl ester